CC1=C(OC2=CN=C(S2)N)C=CC(=C1)[N+](=O)[O-] 5-(2-methyl-4-nitrophenoxy)thiazol-2-amine